OC=1C=CC=C2NC=C(CCN)C12 4-Hydroxytryptamin